1-(9-ethyl-6-(2-methylbenzoyl)-9H-carbazole-3-yl)ethanone 1-(O-acetyl oxime) C(C)(=O)ON=C(C)C=1C=CC=2N(C3=CC=C(C=C3C2C1)C(C1=C(C=CC=C1)C)=O)CC